N1(CCCC2=CC=CC=C12)C1=NOC(=N1)C1=C(C#N)C=C(C=C1)OC(C)C 2-(3-(3,4-dihydroquinolin-1(2H)-yl)-1,2,4-oxadiazol-5-yl)-5-isopropoxybenzonitrile